C(C)(C)(C)OC(=O)N1C[C@H]([C@H](C1)B1OC(C(O1)(C)C)(C)C)C1=CC=C(C=C1)Cl |r| rac-(3R,4R)-3-(4-chlorophenyl)-4-(4,4,5,5-tetramethyl-1,3,2-dioxaborolan-2-yl)pyrrolidine-1-carboxylic acid tert-butyl ester